(5-Hydroxymethyl-furylidene)-malonic acid OCC1=CCC(O1)=C(C(=O)O)C(=O)O